Cl.NCCCCCCC1=CC=CC=2N(C(N(C21)C)=O)C2C(NC(CC2)=O)=O 3-(4-(6-aminohexyl)-3-methyl-2-oxo-2,3-dihydro-1H-benzo[d]imidazol-1-yl)piperidine-2,6-dione hydrochloride